(S)-3-(5-fluoro-3'-(trifluoromethoxy)biphenyl-3-yl)-3-(3-(4-hydroxy-1,6-dimethyl-2-oxo-1,2-dihydropyridin-3-yl)ureido)propanoic acid ethyl ester C(C)OC(C[C@H](NC(=O)NC=1C(N(C(=CC1O)C)C)=O)C=1C=C(C=C(C1)F)C1=CC(=CC=C1)OC(F)(F)F)=O